calcium 2-(tert-butyl)-2-phenylpropionate C(C)(C)(C)C(C(=O)[O-])(C)C1=CC=CC=C1.[Ca+2].C(C)(C)(C)C(C(=O)[O-])(C)C1=CC=CC=C1